ClC1=CC=C(C=C1)C1C(=C(N=C2N1C(/C(/S2)=C/C2=CC=C(OCC(=O)[O-])C=C2)=O)C)C(=O)OC(C)C.[K+] potassium (Z)-2-(4-((5-(4-chlorophenyl)-6-(isopropoxycarbonyl)-7-methyl-3-oxo-5H-thiazolo[3,2-a]pyrimidin-2(3H)-ylidene)methyl)phenoxy)acetate